NC1=C(N=NC(=C1)Cl)C#CC1=CC(=NC=C1)NC(CC1=CC=C(C=C1)F)=O N-{4-[(4-amino-6-chloropyridazin-3-yl)ethynyl]pyridin-2-yl}-2-(4-fluorophenyl)acetamide